(E)-3-(4-methoxyphenyl)-N-(2-methylmercaptoethyl)-N-(2-pyridyl)prop-2-enamide COC1=CC=C(C=C1)/C=C/C(=O)N(C1=NC=CC=C1)CCSC